C1(=CC=CC=C1)C1=NOC(C1)C(=O)OCCCC Butyl 3-phenyl-4,5-dihydroisoxazole-5-carboxylate